N-(5-methyl-8-(methylamino)-2,7-naphthyridin-3-yl)cyclopropanecarboxamide (1R,3S)-3-(5-amino-2H-pyrazol-3-yl)cyclopentyl-2,2-dimethylazetidine-1-carboxylate NC=1C=C(NN1)[C@@H]1C[C@@H](CC1)OC(=O)N1C(CC1)(C)C.CC1=C2C=C(N=CC2=C(N=C1)NC)NC(=O)C1CC1